C(C)(=O)OCC(OC(C)=O)COC(C)=O glycerol triacetate